COC=1C=C(C=C(C1)OC)NC1=NC=C(C(=N1)NC1=CC=C2CCNCC2=C1)C=1C=NN(C1)CC(C)C N2-(3,5-Dimethoxyphenyl)-5-(1-isobutyl-1H-pyrazol-4-yl)-N4-(1,2,3,4-tetrahydroisoquinolin-7-yl)pyrimidine-2,4-diamine